lithium hydroxide hydrate O.[OH-].[Li+]